CN(C)CCCN1CN(CN(C1)CCCN(C)C)CCCN(C)C tris(dimethylaminopropyl)-s-hexahydrotriazine